1,1,1,2,2,6,6,7,7,7-decafluoro-3,5-heptanedione FC(C(C(CC(C(C(F)(F)F)(F)F)=O)=O)(F)F)(F)F